6-((((S)-1-(6-aminopyridin-3-yl)piperidin-3-yl)((2-methoxypyridin-4-yl)methyl)amino)methyl)-9-fluoro-3-methyl-10-(3-methylpiperazin-1-yl)-2H-[1,4]oxazino[2,3,4-ij]quinolin-7(3H)-one NC1=CC=C(C=N1)N1C[C@H](CCC1)N(CC1=CC(=NC=C1)OC)CC1=CN2C3=C(C(=C(C=C3C1=O)F)N1CC(NCC1)C)OCC2C